5-[4-(2-chloro-5-methanesulfonylbenzoylamino)phenyl]-1H-naphtho[1,2-b][1,4]diazepine-2,4(3H,5h)-dione ClC1=C(C(=O)NC2=CC=C(C=C2)N2C3=C(NC(CC2=O)=O)C2=CC=CC=C2C=C3)C=C(C=C1)S(=O)(=O)C